ClC=1C(=C2C(=C(N=C(C2=CN1)O)C1(COC1)N(S(=O)C(C)(C)C)C)CO)F N-[3-[6-chloro-5-fluoro-1-hydroxy-4-(hydroxymethyl)-2,7-naphthyridin-3-yl]oxetan-3-yl]-N,2-dimethyl-propane-2-sulfinamide